O.[S-]S[S-].[Ca+2] calcium trisulfide-hydrate